[Cl-].ClC=1SC(=CN1)C(CNC)[NH3+] [1-(2-chlorothiazol-5-yl)-2-(methylamino)ethyl]ammonium chloride